FC1(CCC(CC1)NC(C1=C(C=C(C(=C1)F)N1N=C2N(CCCC2)C1=O)O[C@H](C(F)(F)F)C)=O)F N-(4,4-Difluorocyclohexyl)-5-fluoro-4-(3-oxo-5,6,7,8-tetrahydro[1,2,4]triazolo[4,3-a]pyridin-2(3H)-yl)-2-{[(2S)-1,1,1-trifluoropropan-2-yl]oxy}benzamide